4-methoxy-N-phenylaniline COC1=CC=C(NC2=CC=CC=C2)C=C1